1-hexyl-3-methyl-1H-imidazole C(CCCCC)N1CN(C=C1)C